FC1=CC=C(C=C1)N(C(=O)[C@H]1N(C(N(C1)C([2H])([2H])[2H])=O)C1=NC(=CC(=C1)C(F)(F)F)C)CC#CC=1N=NC(=C(C1)NC(C(=C)C)=O)OC (S)-N-(4-Fluorophenyl)-N-(3-(5-methacrylamido-6-methoxypyridazin-3-yl)prop-2-yn-1-yl)-1-(methyl-d3)-3-(6-methyl-4-(trifluoromethyl)pyridin-2-yl)-2-oxoimidazolidine-4-carboxamide